FC1=CC=C(C=C1)C1(CC1)CC(=O)NC1=CC=C(C=C1)C1=NC=NC2=CC(=C(C=C12)OC)OCC1CCNCC1 1-(4-fluorophenyl)-N-(4-(6-methoxy-7-(piperidin-4-ylmethoxy)quinazolin-4-yl)phenyl)cyclopropan-1-carboxyamide